2-(5-amino-2-(benzyl(methyl)carbamoyl)phenyl)acetic acid NC=1C=CC(=C(C1)CC(=O)O)C(N(C)CC1=CC=CC=C1)=O